2-(2-aminoethyl)-1-((1s,4s)-4-isopropylcyclohexyl)-3-oxo-2,3-dihydro-1H-spiro[isoquinoline-4,4-piperidin]-7-yl carbamate C(N)(OC1=CC=C2C(=C1)C(N(C(C21CCNCC1)=O)CCN)C1CCC(CC1)C(C)C)=O